C(C1=CC=CC=C1)OCCCOC=1C=NC=C(C1)C1=NNC2=CN=C(C=C21)Br 3-(3-(Benzyloxy)propoxy)-5-(5-bromo-1H-pyrazolo[3,4-c]pyridin-3-yl)pyridine